C1(=CC=CC=C1)C(CCN)C1=CC=CC=C1 3,3-Diphenylpropan-1-amine